N,N,N'-trihexylurea C(CCCCC)N(C(=O)NCCCCCC)CCCCCC